racemic-7-(4-bromo-1H-pyrazol-1-yl)-4-methyl-4-azaspiro[2.5]octane BrC=1C=NN(C1)[C@@H]1CCN(C2(CC2)C1)C |r|